4-((4-(3,4-Dichlorophenyl)-1,2,5-thiadiazol-3-yl)oxy)butane-1-ol ClC=1C=C(C=CC1Cl)C=1C(=NSN1)OCCCCO